(E)-3-(4-chlorophenyl)-4-phenyl-N-((4-(trifluoromethyl)phenyl)sulfonyl)-4,5-dihydro-1H-pyrazole-1-carboxamide chloride [Cl-].ClC1=CC=C(C=C1)C1=NN(CC1C1=CC=CC=C1)C(=O)NS(=O)(=O)C1=CC=C(C=C1)C(F)(F)F